BrC=1C(=C(C=C(C1)C(C)(C)C)C1=CC=C(C=C1)C(C)C)OCOC bromo-5-(tert-butyl)-4'-isopropyl-2-(methoxymethoxy)-[1,1'-biphenyl]